Trans-Methylenecyclohexyl-Bisiodophenylether C=C1C(CCCC1)C1=C(C(=C(C=C1)OC1=C(C(=C(C=C1)C1C(CCCC1)=C)I)I)I)I